C1N(CC12CCNCC2)CC(=O)N[C@H](C(=O)N2[C@@H](C[C@H](C2)O)C(=O)N[C@@H](C)C2=CC=C(C=C2)C2=C(N=CS2)C)C(C)(C)C (2S,4R)-1-[(2S)-2-[[2-(2,7-diazaspiro[3.5]nonan-2-yl)acetyl]amino]-3,3-dimethyl-butanoyl]-4-hydroxy-N-[(1S)-1-[4-(4-methylthiazol-5-yl)phenyl]ethyl]pyrrolidine-2-carboxamide